Cl[C@@H]1C[C@H]2[C@H](CCC3=C(O2)C(=C(C=C3)C(=O)O)F)[C@H]1\C=C\C(C1(OCC1)C1=CC=CC=C1)O (1R,2R,3aS,10aR)-2-chloro-5-fluoro-1-{(1E,3ξ)-3-hydroxy-3-[(2ξ)-2-phenyl-2-oxetanyl]-1-propen-1-yl}-2,3,3a,9,10,10a-hexahydro-1H-benzo[b]cyclopenta[f]oxepine-6-carboxylic acid